5-(trifluoromethyl)-benzoate FC(C=1C=CC=C(C(=O)[O-])C1)(F)F